acryloxyheptyltrichlorosilane C(C=C)(=O)OCCCCCCC[Si](Cl)(Cl)Cl